6-chloro-4-[(3s,4r)-4-(4-chloro-2-methoxy-anilino)-3-methyl-1-piperidinyl]-1-methyl-2-oxo-1,5-naphthyridine-3-carbonitrile ClC=1N=C2C(=C(C(N(C2=CC1)C)=O)C#N)N1C[C@@H]([C@@H](CC1)NC1=C(C=C(C=C1)Cl)OC)C